N-[4-(aminomethyl)phenyl]-4-(1,2,3,6-tetrahydropyridin-4-yl)-1,3-thiazole-2-carboxamide 2HCl salt Cl.Cl.NCC1=CC=C(C=C1)NC(=O)C=1SC=C(N1)C=1CCNCC1